o-(methyl)benzamide CC1=C(C(=O)N)C=CC=C1